NC1=NC=2C=C(C(=CC2C2=C1COC2)C(=O)N(CC)CC=2N=NC(=CC2)OC(F)F)F 4-amino-N-((6-(difluoromethoxy)-3-pyridazinyl)methyl)-N-ethyl-7-fluoro-1,3-dihydrofuro[3,4-c]quinoline-8-carboxamide